O1CCOC12CCN(CC2)CCO 2-(1,4-dioxa-8-azaspiro[4.5]decan-8-yl)ethanol